3-(benzo[d][1,3]dioxolan-5-yl)-1H-indazole-7-carboxylic acid O1COC2=C1C=CC(=C2)C2=NNC1=C(C=CC=C21)C(=O)O